(4-(allyloxy) phenyl) carbonate C(OC1=CC=C(C=C1)OCC=C)([O-])=O